(2-{2-[3-(1-acetylpiperidin-4-yl)-7'-fluoro-1'-methyl-[4,6'-biindazol]-1-yl]acetamido}acetamido)acetic acid C(C)(=O)N1CCC(CC1)C1=NN(C=2C=CC=C(C12)C1=CC=C2C=NN(C2=C1F)C)CC(=O)NCC(=O)NCC(=O)O